2-(Benzyloxy)-N-((4-chloro-1-(methoxymethyl)-7-azaindol-2-yl)methyl)aniline C(C1=CC=CC=C1)OC1=C(NCC=2N(C3=NC=CC(=C3C2)Cl)COC)C=CC=C1